tert-Butyl 7-(4-hydroxypyrido[3,4-d]pyrimidin-6-yl)-4,7-diazaspiro[2.5]octane-4-carboxylate OC=1C2=C(N=CN1)C=NC(=C2)N2CCN(C1(CC1)C2)C(=O)OC(C)(C)C